COC(=O)C1[C@@H](C2(C1)CC(C2)NC(=O)C=2C=CC(=C1C=NN(C21)C(C)C2=CC=C(C=C2)C2=NC(=NC=C2)OC)C#CC)C (Sa,S)-methyl-6-(1-(1-(4-(2-methoxypyrimidin-4-yl)phenyl)ethyl)-4-(propane-1-yne-1-yl)-1H-indazole-7-carboxamido)spiro[3.3]heptane-2-carboxylic acid methyl ester